COC1=C2C(=NC(=C1)C=1C(=C3CCCC3=CC1C)OCOCC[Si](C)(C)C)N=C(O2)N[C@H]2CN(CCC2)CCO[Si](C)(C)C(C)(C)C 7-methoxy-5-[6-methyl-4-(2-trimethylsilylethoxymethoxy)indan-5-yl]-N-[(3R)-1-[2-[tert-butyl(dimethyl)silyl]oxyethyl]-3-piperidyl]oxazolo[4,5-b]pyridin-2-amine